C(#C)C1=C(C2=CC=CC=C2C=C1)C1=C(N)C=CC=C1 o-(2-ethynylnaphthyl)aniline